O=C1CCC(CC1)(C(=O)OC)C1=NC=CC=C1 methyl 4-oxo-1-(pyridin-2-yl)cyclohexane-1-carboxylate